ClC=1C=C(C=CC1Cl)CC(=O)NCC1=C(OCCCCCCCC(=O)OC(C)(C)C)C=CC(=C1)C=1N=C2N(C1)CCC2 tert-butyl 8-(2-((2-(3,4-dichlorophenyl)acetamido)methyl)-4-(6,7-dihydro-5H-pyrrolo[1,2-a]imidazol-2-yl)phenoxy)octanoate